C(C)(C)(C)OC(=O)N1[C@H](CN(CC1)C1=NC(=NC=2C3=C(CCC12)C=CC(=C3)Br)S(=O)C)CC#N (2S)-4-(9-bromo-2-methylsulfinyl-5,6-dihydrobenzo[h]quinazolin-4-yl)-2-(cyanomethyl)piperazine-1-carboxylic acid tert-butyl ester